[8-(2-chlorophenyl)-7-(4-chlorophenyl)-2,6-dioxo-3H-purin-1-yl]methyl 2,2-dimethylpropanoate CC(C(=O)OCN1C(NC=2N=C(N(C2C1=O)C1=CC=C(C=C1)Cl)C1=C(C=CC=C1)Cl)=O)(C)C